COC=1C=C2C=CC=NC2=C(C1)N 6-methoxy-8-aminoquinoline